glutarimid C1(CCCC(N1)=O)=O